CN(CCOC1=CC=C(C=NNC2=CC=C(C(=O)O)C=C2)C=C1)C 4-(2-(4-(2-(dimethylamino)ethoxy)benzylidene)hydrazinyl)benzoic acid